2,4-dimethoxypyrimidin-5-amine COC1=NC=C(C(=N1)OC)N